mercaptopropyl-ethyldiethoxysilane SCCC[Si](OCC)(OCC)CC